2-(trimethylsilyl)ethyl-hydroxyurethane C[Si](CCN(C(=O)OCC)O)(C)C